ClC=1C=C(C=C2OC(C3=CC=CC=C23)=O)C=CC1 3-(3-chlorobenzylidene)isobenzofuran-1(3H)-one